2-Oxo-2-[(2R,5S)-2-[2-[3-(dimethylamino)propyl]-1,3-benzothiazol-5-yl]-5-methyl-1-piperidyl]acetamide O=C(C(=O)N)N1[C@H](CC[C@@H](C1)C)C=1C=CC2=C(N=C(S2)CCCN(C)C)C1